C(CCCCCCCCCCCCCCC)(=O)SCCNC(CCNC([C@@H](C(COP(OP(OC[C@@H]1[C@H]([C@H]([C@@H](O1)N1C=NC=2C(N)=NC=NC12)O)OP(=O)(O)O)(=O)O)(=O)O)(C)C)O)=O)=O Palmityl-CoA